OCC(COC(CCCCCCC\C=C/C\C=C/CCCCC)=O)CO.FC=1C=C(CC2=NC(=NO2)[C@@]2(C(N(CC2)C=2C=C3C=CNC3=CC2)=O)O)C=C(C1)F (S)-3-(5-(3,5-difluorobenzyl)-1,2,4-oxadiazol-3-yl)-3-hydroxy-1-(1H-indol-5-yl)pyrrolidin-2-one 3-hydroxy-2-(hydroxymethyl)propyl-(9Z,12Z)-octadeca-9,12-dienoate